5-(morpholin-4-yl)pyridin-2-amine N1(CCOCC1)C=1C=CC(=NC1)N